(3R)-2-{[4-chloro-2-(methylsulfanyl)phenyl]methyl}-3-(4-chlorophenyl)-4-fluoro-3-{[1-(hydroxymethyl)cyclopropyl]methoxy}-6-(2-hydroxypropan-2-yl)-2,3-dihydro-1H-isoindol-1-one ClC1=CC(=C(C=C1)CN1C(C2=CC(=CC(=C2[C@]1(OCC1(CC1)CO)C1=CC=C(C=C1)Cl)F)C(C)(C)O)=O)SC